methyl 2-(4-(4-(2-(5-amino-8-(pyridin-2-yl)-3H-[1,2,4]triazolo[5,1-i]purin-3-yl) ethyl) piperazin-1-yl)-3-fluorophenoxy)-2-methylpropionate NC=1N2C(C=3N=CN(C3N1)CCN1CCN(CC1)C1=C(C=C(OC(C(=O)OC)(C)C)C=C1)F)=NC(=N2)C2=NC=CC=C2